2-[[4-[6-[(4-cyano-2-fluoro-phenyl)methoxy]-5-fluoro-2-pyridyl]-1-piperidyl]methyl]-7-fluoro-3-[[(2S)-oxetan-2-yl]methyl]benzimidazole-5-carboxylic acid C(#N)C1=CC(=C(C=C1)COC1=C(C=CC(=N1)C1CCN(CC1)CC=1N(C2=C(N1)C(=CC(=C2)C(=O)O)F)C[C@H]2OCC2)F)F